Bismuth-Tin-Antimony [Sb].[Sn].[Bi]